CN1N=C2C(=C1C1=NN(C(=C1)C(F)(F)F)C)C[C@H]1CCC[C@@H]2N1 (5R,9S)-2-methyl-3-(1-methyl-5-(trifluoromethyl)-1H-pyrazol-3-yl)-4,5,6,7,8,9-hexahydro-2H-5,9-epiminocycloocta[c]pyrazole